6-bromo-3-(1-methyl-1H-pyrazol-4-yl)-5-[(3R)-piperidine-3-yl]pyrazolo[1,5-a]pyrimidin-7-amine BrC=1C(=NC=2N(C1N)N=CC2C=2C=NN(C2)C)[C@H]2CNCCC2